ClC1=C(C=C(C=C1)Cl)CC(=O)NC1CN(C(C1)=O)C(C)C 2-(2,5-Dichlorophenyl)-N-(1-isopropyl-5-oxopyrrolidin-3-yl)acetamid